3-(prop-1-en-2-yl)isonicotinamide C=C(C)C1=C(C(=O)N)C=CN=C1